O=C1CCCCC(O1)CCC(=O)[O-] 3-(7-oxooxepan-2-yl)propanoate